FC1=CC=C(CC=2C=3N(C4=C(C2)NCC4(C)C)C(=NN3)C(=O)OCC)C=C1 ethyl 4-(4-fluorobenzyl)-8,8-dimethyl-7,8-dihydro-6H-pyrrolo[2,3-e][1,2,4]triazolo[4,3-a]pyridine-1-carboxylate